ClC=1C(=CC2=CC=CC=C2C1)B1OC(C(O1)(C)C)(C)C 2-(3-chloronaphthalen-2-yl)-4,4,5,5-tetramethyl-1,3,2-dioxaborolane